FC1=CC=C(C=C1)C(C(C)(C)C)N1N=CC(=C1)C1=NC(=NC=C1)C1=CC=2N(C=C1)N=C(N2)N 7-(4-(1-(1-(4-fluorophenyl)-2,2-dimethylpropyl)-1H-pyrazol-4-yl)pyrimidin-2-yl)-[1,2,4]-triazolo[1,5-a]pyridin-2-amine